OC(C(C(=O)O)=O)C 3-hydroxy-2-oxo-butyric acid